cyano-1,4,5,8,9,12-hexaazatriphenylene C(#N)C1=NC=2C3=NC=CN=C3C3=NC=CN=C3C2N=C1